dihydro-[2,4'-bipyridine]-1'(2'H)-carboxylate N1C(C=CC=C1)C1=CCN(C=C1)C(=O)[O-]